COC(C(C(C)O)NC1=C(C(=C(C=C1)Br)F)N)=O ((2-amino-4-bromo-3-fluorophenyl)amino)-3-hydroxybutyric acid methyl ester